FC1=C(C=C(C=C1)N1N=CC2=CC(=CC=C12)C=1C=C(C(=O)O)C=CC1)O 3-(1-(4-Fluoro-3-hydroxyphenyl)-1H-indazol-5-yl)benzoic acid